C(C)(=O)C=1C=C(C(N(C1C)C1=CC=CC=C1)=O)C(=O)O 5-acetyl-6-methyl-2-oxo-1-phenyl-1,2-dihydropyridine-3-carboxylic acid